FC(C(C(=O)N)(F)F)(C(=O)N)F tetrafluorosuccinic acid diamide